ClC1=C(C=C(C(=N1)I)C[C@@H](C(C)(C)C)N1C=C(C(C=C1)=O)C(=O)OCC)OCCCOC ethyl (S)-1-(1-(6-chloro-2-iodo-5-(3-methoxypropoxy) pyridin-3-yl)-3,3-dimethylbutan-2-yl)-4-oxo-1,4-dihydropyridine-3-carboxylate